COC(C1=CC=C(C=C1)C1=NOC(=C1)C1=NC(=CN=C1NC(=O)OC(C)(C)C)C1=CC=C(C=C1)S(=O)(=O)C(C)C)=O 4-(5-(3-((tert-butoxycarbonyl)amino)-6-(4-(isopropylsulfonyl)phenyl)pyrazin-2-yl)isoxazol-3-yl)benzoic acid Methyl ester